2,5-Dichloro-4-[[4-[1-methyl-4-(trifluoromethyl)imidazol-2-yl]phenyl]methoxy]pyrimidine ClC1=NC=C(C(=N1)OCC1=CC=C(C=C1)C=1N(C=C(N1)C(F)(F)F)C)Cl